C(C)(C)(C)OC1=NC=C(C(=N1)OC(C)(C)C)C=1C=C2C(=NN1)N(N=C2O[C@@H](C(F)F)C2=NC=CC(=C2)COC(F)(F)F)C 5-(2,4-ditert-butoxypyrimidin-5-yl)-3-[(1R)-2,2-difluoro-1-[4-(trifluoromethoxymethyl)-2-pyridyl]ethoxy]-1-methyl-pyrazolo[3,4-c]pyridazine